N-(4-(2-amino-5-(1-(piperidin-4-yl)-1H-pyrazol-4-yl)pyridin-3-yl)-3-fluorophenyl)-6-cyano-1-(4-fluorophenyl)-2-oxo-5-(prop-1-en-2-yl)-1,2-dihydropyridine-3-carboxamide NC1=NC=C(C=C1C1=C(C=C(C=C1)NC(=O)C=1C(N(C(=C(C1)C(=C)C)C#N)C1=CC=C(C=C1)F)=O)F)C=1C=NN(C1)C1CCNCC1